C(C)(C)(C)OC(=O)N1CCN(CC1)C1=NC=C(C=C1)C1=CC(=CC=2N1C(=CN2)C#N)OS(=O)(=O)C(F)(F)F.C(C)O[Si](C2=CC=C(C=C2)C=C)(OCC)OCC triethoxy(4-vinyl-phenyl)silane tert-butyl-4-(5-(3-cyano-7-(((trifluoromethyl)sulfonyl)oxy)imidazo[1,2-a]pyridin-5-yl)pyridin-2-yl)piperazine-1-carboxylate